OC=1C=C(OCC=2N=NN(C2)[C@@H]2C[C@@H]3[C@H]4CCCN5CCC[C@@H](CN3C(C2)=O)[C@@H]45)C=CC1C(\C=C\C1=CC=C(C=C1)C)=O (1R,2R,4R,9S,17S)-4-[4-[[3-Hydroxy-4-[(E)-3-(4-methylphenyl)prop-2-enoyl]phenoxy]methyl]triazol-1-yl]-7,13-diazatetracyclo[7.7.1.02,7.013,17]heptadecan-6-one